C1(=CCCC=CCC1)[Pt](C)C (1,5-cyclooctadienyl)dimethyl-platinum